N-(2-(2,2-dimethylpyrrolidin-1-yl)ethyl)-6-methyl-5-((1-methyl-6-((1-methyl-1H-pyrazol-4-yl)amino)-1H-pyrazolo[3,4-d]pyrimidin-3-yl)amino)nicotinamide CC1(N(CCC1)CCNC(C1=CN=C(C(=C1)NC1=NN(C2=NC(=NC=C21)NC=2C=NN(C2)C)C)C)=O)C